C(C)N1C2=C(N(C(C1=O)=O)C1CCN(CC1)CC1=CC=C(C=C1)OC(F)(F)F)N=CC=C2 ethyl-4-(1-(4-(trifluoromethoxy)benzyl)piperidin-4-yl)-1,4-dihydropyrido[2,3-b]pyrazine-2,3-dione